C1N(C[C@@H]2[C@H]1CNC2)C(=O)C2=CC=C(C=C2)C2=NOC(=C2)C2=NNC1=CC(=C(C=C21)F)OCCOC 3-(3-{4-[(Cis)-octahydropyrrolo[3,4-c]pyrrole-2-carbonyl]phenyl}-1,2-oxazol-5-yl)-5-fluoro-6-(2-methoxyethoxy)-1H-indazole